ClC=1C=C(CN2[C@@H](C[C@@](CC2)(C(=O)O)CC2=NC(=CC=C2F)NC2=NNC(=C2)C)C)C=C(C1F)F (2R,4R)-1-(3-chloro-4,5-difluoro-benzyl)-4-((3-fluoro-6-((5-meth-yl-1H-pyrazol-3-yl)amino)pyridin-2-yl)methyl)-2-methylpiperidine-4-carboxylic acid